1-(3-Chlorophenyl)-6-(6-fluoro-2-(2-hydroxyethyl)-1,2,3,4-tetrahydroisoquinolin-7-yl)-N-((4-methylpyridin-3-yl)methyl)-7-oxo-4,5,6,7-tetrahydro-1H-pyrazolo[3,4-c]pyridine-3-carboxamide ClC=1C=C(C=CC1)N1N=C(C2=C1C(N(CC2)C2=C(C=C1CCN(CC1=C2)CCO)F)=O)C(=O)NCC=2C=NC=CC2C